BrC1=C(C(=CC(=C1)C(C(F)(F)F)(C(F)(F)F)F)C(F)(F)F)NC(C1=C(C(=CC=C1)NCC1CC1)F)=O N-(2-bromo-4-(perfluoropropan-2-yl)-6-(trifluoromethyl)phenyl)-3-((cyclopropylmethyl)amino)-2-fluorobenzamide